COCCOCCOC(NC12CC3(CC(CC(C1)C3)C2)NC(=O)C2=NC(=CC=C2)C)=O {3-[(6-Methyl-pyridine-2-carbonyl)-amino]-adamantan-1-yl}-carbamic acid 2-(2-methoxy-ethoxy)-ethyl ester